ibuprofen calcium salt [Ca+2].[O-]C(=O)C(C)C1=CC=C(CC(C)C)C=C1.[O-]C(=O)C(C)C1=CC=C(CC(C)C)C=C1